C1=NC=C(C2=CC=CC=C12)N1C(NCC1(C#N)C)=O 3-(isoquinolin-4-yl)-4-methyl-2-oxoimidazoline-4-carbonitrile